N-(5-(2-(((1r,4r)-4-aminocyclohexyl)amino)-8-ethylquinazolin-6-yl)pyrazin-2-yl)-2-chloro-benzenesulfonamide NC1CCC(CC1)NC1=NC2=C(C=C(C=C2C=N1)C=1N=CC(=NC1)NS(=O)(=O)C1=C(C=CC=C1)Cl)CC